3-Cyclopentyl-1-(5-ethynyl-6-methyl-2-{[4-(4-methylpiperazin-1-yl)phenyl]amino}pyrido[2,3-d]pyrimidin-7-yl)urea C1(CCCC1)NC(NC=1C(=C(C2=C(N=C(N=C2)NC2=CC=C(C=C2)N2CCN(CC2)C)N1)C#C)C)=O